O[C@@H]1CN(CC[C@@]12NCC1=CC=CC=C1C2)C(=O)C=2N=C1SC(=CN1C2)C [(3R,3'R)-3'-hydroxy-1,4-dihydro-1'H,2H-spiro[isoquinoline-3,4'-piperidin]-1'-yl](2-methylimidazo[2,1-b][1,3]thiazol-6-yl)methanone